ClC=1C=C2C(=NC(=NC2=C(C1C1=CC(=CC2=CC=CC=C12)OCOC)F)OCC1(CC1)CN1CCOCC1)N1CC2C(C(C(C1)N2)O)O 3-(6-chloro-8-fluoro-7-(3-(methoxymethoxy)naphthalen-1-yl)-2-((1-(morpholinomethyl)cyclopropyl)methoxy)quinazolin-4-yl)-3,8-diazabicyclo[3.2.1]octane-6,7-diol